tris-(2,2-difluoroethyl) phosphate P(=O)(OCC(F)F)(OCC(F)F)OCC(F)F